C(C)(C)C=1C=NN2C1N=C(N=C2NCC=2C=C(C=CC2)NC(=O)C2NCCCC2)NC2CCOCC2 N-(3-(((8-isopropyl-2-((tetrahydro-2H-pyran-4-yl)amino)pyrazolo[1,5-a][1,3,5]triazin-4-yl)amino)methyl)phenyl)piperidine-2-carboxamide